BrC1=CC(=CC=2N1N=C(C2)C=O)C2CC2 7-bromo-5-cyclopropylpyrazolo[1,5-a]Pyridine-2-carbaldehyde